C(CCCCCCCCCCCCCCC(C)C)(=O)OCCCCCCCCCCCCCCCCCCCC icosyl isostearate